CNC(=O)C=1SC(=NN1)CCCCC=1N=NC(=CC1)NC(CC1=NC=CC(=C1)C(F)(F)F)=O N-methyl-5-(4-(6-(2-(4-(trifluoromethyl)pyridin-2-yl)acetamido)pyridazin-3-yl)butyl)-1,3,4-thiadiazole-2-carboxamide